BrC=1C=C(NC1)CN[C@H](CO[Si](C)(C)C(C)(C)C)C1=CC(=CC(=C1)OC)F (S)-N-((4-Bromo-1H-pyrrol-2-yl)methyl)-2-((tert-butyldimethylsilyl)oxy)-1-(3-fluoro-5-methoxyphenyl)ethan-1-amine